C(C)(C)(C)OC(=O)N[C@H](C(=O)O)CCN1CC(CCC1)(F)F (S)-2-((tert-butoxycarbonyl)amino)-4-(3,3-difluoropiperidin-1-yl)butanoic acid